2,2'-azodi(2-methyl-propionitrile) N(=NC(C#N)(C)C)C(C#N)(C)C